CN(S(=O)(=O)C1=CC=C(C=C1)C1=C(NC2=C(C=CC=C12)C(C)C)C(=O)N)C 3-(4-(N,N-dimethylsulfamoyl)phenyl)-7-isopropyl-1H-indole-2-carboxamide